FC1=C(C(=CC=C1)OC)N1N=C2C(=CC1=O)NN=C2C2=CC=C(C=C2)C2CCN(CC2)C 5-(2-fluoro-6-methoxyphenyl)-3-(4-(1-methylpiperidin-4-yl)phenyl)-1H-pyrazolo[4,3-c]pyridazin-6(5H)-one